(R)-6-(1-acetylpiperidin-3-yl)-7-fluoro-N,N-dimethyl-4-(4-(piperazin-1-yl)-2-(trifluoromethoxy)phenyl)-1H-indole-2-carboxamide C(C)(=O)N1C[C@H](CCC1)C1=CC(=C2C=C(NC2=C1F)C(=O)N(C)C)C1=C(C=C(C=C1)N1CCNCC1)OC(F)(F)F